[C-]1(C=CC=C1)CCN.[CH-]1C=CC=C1.[Fe+2] ferrocenylethylamine